(2-hydroxyethyl)tripropyl-ammonium hydroxide [OH-].OCC[N+](CCC)(CCC)CCC